N(=[N+]=[N-])[C@@H]1[C@H]([C@@H](SC=2C(=NC=C(C2)Cl)C(NN2CCC2)=O)O[C@@H]([C@@H]1O)CO)O 2-(N-Azetidinylcarbamoyl)-5-chloropyrid-3-yl 3-azido-3-deoxy-1-thio-α-D-galactopyranoside